5,10,15,20-tetra(4-nitrophenyl)-porphyrin [N+](=O)([O-])C1=CC=C(C=C1)C=1C2=CC=C(N2)C(=C2C=CC(C(=C3C=CC(=C(C=4C=CC1N4)C4=CC=C(C=C4)[N+](=O)[O-])N3)C3=CC=C(C=C3)[N+](=O)[O-])=N2)C2=CC=C(C=C2)[N+](=O)[O-]